tert-butyl 4-((1-(difluoromethoxy)isoquinolin-5-yl)sulfonyl)piperazine-1-carboxylate FC(OC1=NC=CC2=C(C=CC=C12)S(=O)(=O)N1CCN(CC1)C(=O)OC(C)(C)C)F